(R)-N-((1-isopropylpyrrolidin-2-yl)methyl)-10-methyl-2-(1-methyl-1H-pyrazol-4-yl)-1-oxo-1,2-dihydropyrazino[1,2-a]indole-4-carboxamide C(C)(C)N1[C@H](CCC1)CNC(=O)C1=CN(C(C=2N1C=1C=CC=CC1C2C)=O)C=2C=NN(C2)C